ClC1=NC=C(C(=C1)C1=C(C=NC(=C1)C)C(=O)NC=1SC2=C(N1)CN(C2)C(C2=CN=C(C=C2Cl)C(F)(F)F)=O)OC 2'-Chloro-N-(5-(4-chloro-6-(trifluoromethyl)nicotinoyl)-5,6-dihydro-4H-pyrrolo[3,4-d]thiazol-2-yl)-5'-methoxy-6-methyl-[4,4'-bipyridine]-3-carboxamide